[N+](=O)([O-])C=1C=CC(=NC1)OC1CN(CCC1)C1=NC(=NC(=C1Cl)CC)C 4-(3-((5-nitropyridin-2-yl)oxy)piperidin-1-yl)-5-chloro-2-methyl-6-ethylpyrimidine